C(C=C)[C@@H]1[C@@](CN(C1)C([C@@H](NC(=O)OC(C)(C)C)C)=O)(C(=O)O)NC(=O)OC(C)(C)C (3R,4S)-4-allyl-1-((tert-butoxycarbonyl)-L-alanyl)-3-((tert-butoxycarbonyl)amino)pyrrolidine-3-carboxylic acid